(S)-1-(1-(4-fluoropyridin-2-yl)ethyl)-N-(5-methyl-1H-pyrazol-3-yl)-1H-pyrazolo[3,4-b]pyrazin-6-amine FC1=CC(=NC=C1)[C@H](C)N1N=CC=2C1=NC(=CN2)NC2=NNC(=C2)C